tert-butyl 4-(6-bromo-4,4-dimethyl-1,2,3,4-tetrahydronaphthalen-1-yl)piperazine-1-carboxylate BrC=1C=C2C(CCC(C2=CC1)N1CCN(CC1)C(=O)OC(C)(C)C)(C)C